Cl.O1C2=C(NC(C1)=O)N=CC=C2 4H-pyrido[3,2-b][1,4]Oxazin-3-one hydrochloride